Cl.Cl.N1[C@H](CNCC1)CCO (S)-2-(Piperazin-2-yl)ethanol dihydrochloride